C(C)(C)(C)OC(=O)N1CCN(CC1)C1=C(CN(S(=O)(=O)C=2C=CC3=C(C(=C(O3)C(=O)O)C)C2)CCC2=CC=CC=C2)C=C(C=C1)F 5-(N-(2-(4-(tert-Butoxycarbonyl)piperazin-1-yl)-5-fluorobenzyl)-N-phenethylsulfamoyl)-3-methylbenzofuran-2-carboxylic acid